C(C)OC(=O)C=1NC=C(C1C1=CC=CC=C1)Br 4-bromo-3-phenyl-1H-pyrrole-2-carboxylic acid ethyl ester